4-(2-acryloyl-2,7-diazaspiro[3.5]nonan-7-yl)-6-(5-methyl-1H-indazol-4-yl)pyrimidine-5-carbonitrile C(C=C)(=O)N1CC2(C1)CCN(CC2)C2=NC=NC(=C2C#N)C2=C1C=NNC1=CC=C2C